5-(2-azabicyclo[3.1.0]hexan-1-yl)-3-(5-(pyridin-2-ylethynyl)pyridin-2-yl)-1,2,4-oxadiazole C12(NCCC2C1)C1=NC(=NO1)C1=NC=C(C=C1)C#CC1=NC=CC=C1